(S)-5-(2,4-difluorophenyl)-2-(hydroxymethyl)-3,4-dihydro-2H-pyrano[2,3-b]Pyridine-7-carboxylic acid FC1=C(C=CC(=C1)F)C1=C2C(=NC(=C1)C(=O)O)O[C@@H](CC2)CO